tert-butyl (3S,4R)-4-{(1S)-1-[5-bromo-3-fluoro-2-(trifluoromethyl)anilino]ethyl}-3-fluoropiperidine-1-carboxylate BrC=1C=C(C(=C(N[C@@H](C)[C@@H]2[C@@H](CN(CC2)C(=O)OC(C)(C)C)F)C1)C(F)(F)F)F